S(=O)(=O)(C1=CC=CC=2C(N(C)C)=CC=CC12)N(C)CC(=O)O dansylsarcosine